N-((1s,4s)-4-((6-Chloro-2-(Trifluoromethyl)Quinolin-4-Yl)Amino)Cyclohexyl)-3-(3-Methylureido)Benzamide ClC=1C=C2C(=CC(=NC2=CC1)C(F)(F)F)NC1CCC(CC1)NC(C1=CC(=CC=C1)NC(=O)NC)=O